FC=1C=NN(C1)C1=CC=C(C=N1)[C@H](CC)N[S@](=O)C(C)(C)C (R)-N-((S)-1-(6-(4-fluoro-1H-pyrazol-1-yl)pyridin-3-yl)propyl)-2-methylpropan-2-sulfinamide